1-octadecyl-2-heptadecanoyl-glycero-3-phosphoserine C(CCCCCCCCCCCCCCCCC)OCC(OC(CCCCCCCCCCCCCCCC)=O)COP(=O)(O)OC[C@H](N)C(=O)O